FC1=CC=C(C2=C1C=C(O2)CNC(=O)C=2C=NN1C2N=CC=C1)C(=O)OC(C)C Isopropyl 4-fluoro-2-((pyrazolo[1,5-a]pyrimidine-3-carboxamido)methyl)benzofuran-7-carboxylate